1-(3-cyanophenyl)-N-(5-(3-cyclopropyl-1-hydroxy-1-phenylpropyl)-2-fluorophenyl)-3-(trifluoromethyl)-1H-pyrazole-5-carboxamide C(#N)C=1C=C(C=CC1)N1N=C(C=C1C(=O)NC1=C(C=CC(=C1)C(CCC1CC1)(C1=CC=CC=C1)O)F)C(F)(F)F